C1CC12CN(C2)C(=O)[C@H]2N(CC1=CC=CC=C1C2)C(=O)OC(C)(C)C tert-butyl (3S)-3-(5-azaspiro[2.3]hexane-5-carbonyl)-3,4-dihydro-1H-isoquinoline-2-carboxylate